NC1=C(C=NN1[C@@H]1CNCCC1)C=1C=C(C=2N(C1)N=CC2C#N)O[C@H](C)C2=NC=C(C=C2)F 6-(5-amino-1-((S)-piperidin-3-yl)-1H-pyrazol-4-yl)-4-((R)-1-(5-fluoro-pyridin-2-yl)ethoxy)pyrazolo[1,5-a]pyridine-3-carbonitrile